C(C=C)N1CCC(CC1)C(C=1C=C(C=CC1)[C@@H](C)NC=1C2=C(N=CN1)N=C(C(=C2)C2(CC2)C#N)OCCCCC=C)(F)F (R)-1-(4-((1-(3-((1-allylpiperidin-4-yl)difluoromethyl)phenyl)ethyl)amino)-7-(hex-5-en-1-yloxy)pyrido[2,3-d]pyrimidin-6-yl)cyclopropane-1-carbonitrile